(E)-N-(4-((3-chloropyridin-4-yl)diazenyl)-3-methoxyphenyl)-1H-imidazole-2-carboxamide ClC=1C=NC=CC1/N=N/C1=C(C=C(C=C1)NC(=O)C=1NC=CN1)OC